C[C@H]1[C@H]([C@H]([C@@H]([C@@H](O1)O[C@@H]2[C@H]([C@H]([C@H](OC2O)CO)O)O[C@@H]3[C@@H]([C@H]([C@H]([C@H](O3)CO)O)O)O)O)O)O The molecule is an L-Fucp-(1->2)-[D-Galp-(1->3)]-D-Galp in which the both the L-fucosyl group at position 2 and the D-galactosyl groups at position 3 have alpha- configuration.